CC(C(=O)O)CC1(NC(NC1=O)=O)CN1CCOCC1 2-methyl-3-[4-(morpholinomethyl)-2,5-dioxo-imidazolidin-4-yl]propanoic acid